BrC=1C=NC=CC1C=1N=C(NC1)[C@@H]1CCC2CC(=CCN12)C1=C(C(=CC=C1N1N=NN=C1)Cl)F (3S)-3-(4-(3-bromopyridin-4-yl)-1H-imidazol-2-yl)-7-(3-chloro-2-fluoro-6-(1H-tetrazol-1-yl)phenyl)-2,3,8,8a-tetrahydroindolizin